C1(CCCCC1)C1(C=2C(=NC(=N1)NC1=C(C=C(C=C1)N1CCOCC1)OC)NNC2C2=CC=NN2C)N 4-cyclohexyl-N6-(2-methoxy-4-morpholinophenyl)-3-(1-methyl-1H-pyrazol-5-yl)-1H-pyrazolo[3,4-d]pyrimidine-4,6-diamine